CC(=CC1=CC=CC=C1)CCC methyl-β-propylstyrene